4-(4-fluoro-1-(pyridazin-3-ylmethyl)-benzoimidazol-2-yl)-N-methyl-1,2,5-thiadiazol-3-amine FC1=CC=CC=2N(C(=NC21)C=2C(=NSN2)NC)CC=2N=NC=CC2